ClC1=C(C=CC=C1F)C1=C(C2=C(N=C(N=C2)NC2=CC(=C(C=C2)N2C[C@H](N(CC2)C)C)Cl)N(C1=O)C1CCC(CC1)NC(CC)=O)C N-((1S,4S)-4-(6-(2-chloro-3-fluorophenyl)-2-((3-chloro-4-((R)-3,4-dimethylpiperazin-1-yl)phenyl)amino)-5-methyl-7-oxopyrido[2,3-d]pyrimidin-8(7H)-yl)cyclohexyl)propanamide